CC1=NC=CC(=C1CN1C[C@@](CC1)([C@H](C(F)(F)F)OCC)CCC1=CC=C(C#N)C=C1)C |o1:13| 4-(2-((R)-1-((2,4-dimethylpyridin-3-yl)methyl)-3-((R or S)-1-ethoxy-2,2,2-trifluoroethyl)pyrrolidin-3-yl)ethyl)benzonitrile